4-(6-((2-fluorophenyl)ethynyl)-5-morpholinyl-1H-benzimidazol-2-yl)-N-hydroxybenzoamide FC1=C(C=CC=C1)C#CC=1C(=CC2=C(NC(=N2)C2=CC=C(C(=O)NO)C=C2)C1)N1CCOCC1